C(#N)N=C(NC=1C=CC2=C(OCCO2)C1)NCCCN1C=NC=C1C 2-Cyano(2,3-dihydrobenzo[b][1,4]dioxin-7-yl)-3-(3-(5-methyl-1H-imidazol-1-yl)propyl)guanidin